C[C@@H]1CN(CC[C@@H]1C(=O)OC)C(=O)OCC1=CC=CC=C1 1-benzyl 4-methyl (3S,4S)-3-methylpiperidine-1,4-dicarboxylate